7-(isopropylamino)-2,3-dimethyl-6,7,8,9-tetrahydro-1H-benzo[7]annulene-1,4(5H)-dione C(C)(C)NC1CCC2=C(CC1)C(C(=C(C2=O)C)C)=O